tert-butyl 3-(5-fluoro-4-methylpyridin-3-yl)azetidine-1-carboxylate FC=1C(=C(C=NC1)C1CN(C1)C(=O)OC(C)(C)C)C